methyl 2-{6-[(2-cyanoethyl) amino]-4-[4-fluoro-2-(4-methyl-1,2,4-triazol-3-yl) phenyl] pyridin-2-yl}-7-(trifluoromethyl)-1,3-benzoxazole-5-carboxylate C(#N)CCNC1=CC(=CC(=N1)C=1OC2=C(N1)C=C(C=C2C(F)(F)F)C(=O)OC)C2=C(C=C(C=C2)F)C2=NN=CN2C